N-(4-fluoro-3-methylphenyl)-5-(2-((4-(hydroxymethyl)tetrahydro-2H-pyran-4-yl)amino)-2-oxoacetyl)-1,2,4-trimethyl-1H-pyrrole-3-carboxamide FC1=C(C=C(C=C1)NC(=O)C1=C(N(C(=C1C)C(C(=O)NC1(CCOCC1)CO)=O)C)C)C